C1(CC1)C(=O)N1CC2=NC(=C(C=C2C1)C)N1CCC(CC1)OC1=CC=CC=C1 cyclopropyl(3-methyl-2-(4-phenoxypiperidin-1-yl)-5,7-dihydro-6H-pyrrolo[3,4-b]pyridin-6-yl)methanone